2-((5-isobutyl-4-(3-(2-methoxyethoxy)-4-(trifluoromethyl)phenyl)thiazol-2-yl)amino)-5-(thiophen-2-yl)nicotinic Acid C(C(C)C)C1=C(N=C(S1)NC1=C(C(=O)O)C=C(C=N1)C=1SC=CC1)C1=CC(=C(C=C1)C(F)(F)F)OCCOC